C(=O)(O)C(CCCCNC(=O)C=1C=NC(=CC1)NN=CC1=CC=C(C=C1)F)NC(NC(C(=O)O)CCC(=O)O)=O 2-{3-[1-carboxy-5-({6-[N'-(4-fluoro-benzylidene)-hydrazino]-pyridine-3-carbonyl}-amino)-pentyl]-ureido}-pentanedioic acid